C1=CC=CC=2C3=CC=CC=C3C(C12)COC(=O)NCC(=O)NCC(=O)OC methyl 2-(((((9H-fluoren-9-yl)methoxy)carbonyl)amino)acetamido)acetate